[Li+].[Si](C)(C)(C(C)(C)C)OCC12CCC(CC1)(N2C(=O)[O-])CO 1-(((tert-butyldimethylsilyl)oxy)methyl)-4-(hydroxymethyl)-7-azabicyclo[2.2.1]heptane-7-carboxylate Lithium